[Si](C)(C)(C(C)(C)C)OCC(CO)(C)OC1=NN(C=C1)C(=O)[O-] 3-((1-((tert-butyldimethylsilyl)oxy)-3-hydroxy-2-methylpropan-2-yl)oxy)-1H-pyrazole-1-carboxylate